(1-(prop-2-yn-1-yl)-1H-pyrazol-4-yl)methanol C(C#C)N1N=CC(=C1)CO